FC(C1(CC1)C1=CC(=NN1)CC1CC2(CN(C2)C(=O)N2CC3(C2)CC(C3)N3N=C(N=C3)C(F)(F)F)C1)(F)F [6-[[5-[1-(trifluoromethyl)cyclopropyl]-1H-pyrazol-3-yl]methyl]-2-azaspiro[3.3]heptan-2-yl]-[6-[3-(trifluoromethyl)-1,2,4-triazol-1-yl]-2-azaspiro[3.3]heptan-2-yl]methanone